(2S)-N-{bicyclo[1.1.1]pentan-1-yl}-2-({2-[(1S)-1-[(5-chloro-2-methylpyridin-3-yl)amino]ethyl]-1,3-thiazol-5-yl}formamido)-3-cyclopentylpropanamide C12(CC(C1)C2)NC([C@H](CC2CCCC2)NC(=O)C2=CN=C(S2)[C@H](C)NC=2C(=NC=C(C2)Cl)C)=O